1-(5-{[3-(6-aminopyrimidin-4-yl)pyridin-2-yl]amino}-4-methylpyridin-2-yl)propan-1-one NC1=CC(=NC=N1)C=1C(=NC=CC1)NC=1C(=CC(=NC1)C(CC)=O)C